N-((R)-1-(4-(8-(but-3-en-1-yloxy)imidazo[1,2-b]pyridazin-6-yl)-5-methoxypyridin-2-yl)ethyl)-N-ethyl-2-methylpropan-2-sulfinamide C(CC=C)OC=1C=2N(N=C(C1)C1=CC(=NC=C1OC)[C@@H](C)N(S(=O)C(C)(C)C)CC)C=CN2